5-chloro-N-((1r,4r)-4-((2-oxo-3-(6-propionamido-pyridin-3-yl)-2,3-dihydro-1H-benzo[d]imidazol-1-yl)methyl)cyclohexyl)-2-(tri-fluoromethyl)nicotinamide ClC=1C=NC(=C(C(=O)NC2CCC(CC2)CN2C(N(C3=C2C=CC=C3)C=3C=NC(=CC3)NC(CC)=O)=O)C1)C(F)(F)F